N-[(1S,2R)-4-chloro-2-formyl-2,3-dihydro-1H-inden-1-yl]carbamic acid tert-butyl ester C(C)(C)(C)OC(N[C@H]1[C@@H](CC2=C(C=CC=C12)Cl)C=O)=O